O.O.C[P](C)=O dimethylphosphorus oxide dihydrate